6-bromo-1H-quinolin-2-one BrC=1C=C2C=CC(NC2=CC1)=O